CC1(OB(OC1(C)C)C=1OC2=C(N1)C=CC=C2)C 2-(4,4,5,5-tetramethyl-1,3,2-dioxaborolan-2-yl)benzo[d]oxazole